CI.CN(CCCN=C=NCC)C 1-(3-dimethylaminopropyl)-3-ethylcarbodiimide methyliodide salt